OB1OCC2=C1C=C(C=C2)C(=O)N[C@H]2[C@H](CCCC2)NCC(=O)O N-((1S,2R)-2-(1-hydroxy-1,3-dihydrobenzo[c][1,2]oxaborole-6-carboxamido)cyclohexyl)glycine